1,4-dihydroxy-1-butene OC=CCCO